The molecule is an alpha-amino acid zwitterion resulting from a transfer of two protons from the carboxy groups to the amino groups of isonocardicin C; major species at pH 7.3. It is a tautomer of an isonocardicin C. C1[C@@H](C(=O)N1[C@H](C2=CC=C(C=C2)O)C(=O)[O-])NC(=O)[C@@H](C3=CC=C(C=C3)OCC[C@@H](C(=O)[O-])[NH3+])[NH3+]